7-(3-(5-fluoro-4-methylpyridin-3-yl)-7,8-dihydro-1,6-naphthyridin-6(5H)-yl)-8-methyl-4H-pyrimido[1,2-b]pyridazin-4-one FC=1C(=C(C=NC1)C=1C=NC=2CCN(CC2C1)C=1C(=CC=2N(N1)C(C=CN2)=O)C)C